BrC=1C(C2=CC(=CC=C2C1C=1N=CSC1C)OCCO)=O 2-bromo-6-(2-hydroxyethoxy)-3-(5-methylthiazol-4-yl)-1H-inden-1-one